CC=1C2=C(N=CN1)N=C(C=C2)C 4,7-dimethylpyrido[2,3-d]pyrimidine